5-formyl-4-hydroxybenzamide C(=O)C=1C(=CC=C(C(=O)N)C1)O